C1(CC1)OC1=CC=C(C=C1)C#CC1=C2C=C(N=CC2=C(N=C1)NC)NC(=O)C1CC1 N-(5-((4-cyclopropoxyphenyl)ethynyl)-8-(methylamino)-2,7-naphthyridin-3-yl)cyclopropanecarboxamide